N-(4-fluoro-3-methylphenyl)-5-(2-((1-(4-hydroxypiperidin-1-yl)-2-methyl-1-oxopropan-2-yl)amino)-2-oxoacetyl)-1,2,4-trimethyl-1H-pyrrole-3-carboxamide FC1=C(C=C(C=C1)NC(=O)C1=C(N(C(=C1C)C(C(=O)NC(C(=O)N1CCC(CC1)O)(C)C)=O)C)C)C